O=C1C(=CC=2C(=NC=CN2)N1)C1CN(CC1)C(=O)OC(C)(C)C tert-butyl 3-(6-oxo-5,6-dihydropyrido[2,3-b]pyrazin-7-yl)pyrrolidine-1-carboxylate